NC1=CC=CC=C1OC1=NC=C(C=N1)C=1C=NC=NC1 6-amino-2'-phenoxy-[5,5'-bipyrimidin]